(2s,4s)-2-methyl-4-(methyl-(3-(trifluoromethyl)benzyl)amino)piperidine-1-carboxylic acid tert-butyl ester C(C)(C)(C)OC(=O)N1[C@H](C[C@H](CC1)N(CC1=CC(=CC=C1)C(F)(F)F)C)C